(4-(3-amino-1H-pyrazole-1-carbonyl)benzylamino)-3-chloronaphthalene-1,4-dione NC1=NN(C=C1)C(=O)C1=CC=C(CNC=2C(C3=CC=CC=C3C(C2Cl)=O)=O)C=C1